1-(4-pyridinyl)-3-(2-quinolinyl)-2-Propen-1-one N1=CC=C(C=C1)C(C=CC1=NC2=CC=CC=C2C=C1)=O